C(C)OC(=O)C=1SC2=C(C1)C=CC(=C2)Cl ethyl-6-chloro-1-benzothiophene-2-carboxylate